4,4-dimethyl-4,5-dihydro-1H-pyrazolo[4,3-H]quinazoline-3-carboxamide bistrifluoroacetate FC(C(=O)O)(F)F.FC(C(=O)O)(F)F.CC1(CC=2C=NC=NC2C2=C1C(=NN2)C(=O)N)C